C(C)(C)(C)OC(=O)N1CCC(CC1)(C)C(NC1=CC(N(C=C1)C1CC1)=O)=O 4-[N-(1-cyclopropyl-2-oxo-1,2-dihydropyridin-4-yl)carbamoyl]-4-methylpiperidine-1-carboxylic acid tert-butyl ester